2-butyl-1H-imidazo[4,5-d]thiophene C(CCC)C1=NC2=C(C=CS2)N1